C(C)(C)(C1=CC=CC=C1)C1=CC=C(CS(=O)(=O)OC=2C=C(C=CC2)NC(NC2=CC(=CC=C2)OS(=O)(=O)CC2=CC=C(C=C2)C(C)(C)C2=CC=CC=C2)=O)C=C1 bis-[3-(p-cumylbenzylsulfonyloxy)phenyl]urea